C=C[C@@](O)(C)CCC=C(C)C (R)-(+)-Linalool